4-(5-((1S,2S)-2-fluorocyclopropane-1-carboxamido)benzo[d]oxazol-2-yl)-3-methoxypicolinic acid F[C@@H]1[C@@H](C1)C(=O)NC=1C=CC2=C(N=C(O2)C2=C(C(=NC=C2)C(=O)O)OC)C1